1-(2-iodophenyl)-5-methyl-1H-indol IC1=C(C=CC=C1)N1C=CC2=CC(=CC=C12)C